CN(C(O)=O)C=1N=C(C2=C(N1)C(=NN2)Br)NCCCC.C(=O)(C(=C)C)OCC[Si](OC)(OC)C (methacryl-oxyethyl)methyldimethoxysilane Methyl-(3-bromo-7-(butylamino)-1H-pyrazolo[4,3-d]pyrimidin-5-yl)carbamate